N-methyl-N-(1-(4-(methylsulfonyl)-1-(6-(trifluoromethyl)pyrimidin-4-yl)-1H-pyrazol-5-yl)ethyl)-3,5-bis(trifluoromethyl)benzamide CN(C(C1=CC(=CC(=C1)C(F)(F)F)C(F)(F)F)=O)C(C)C1=C(C=NN1C1=NC=NC(=C1)C(F)(F)F)S(=O)(=O)C